2-(3-acetyl-5-(2-(dimethylamino)pyrimidin-5-yl)-1H-indol-1-yl)-N-(2-((3-chloro-2-fluorophenylmethyl)amino)-2-oxoethyl)-N-isopropylacetamide C(C)(=O)C1=CN(C2=CC=C(C=C12)C=1C=NC(=NC1)N(C)C)CC(=O)N(C(C)C)CC(=O)NCC1=C(C(=CC=C1)Cl)F